(2,2,2-trifluoro-1,1-dimethyl-ethyl)imidazole-1-carboxylate FC(C(C)(C)OC(=O)N1C=NC=C1)(F)F